3-(6-amino-5-fluoropyridin-3-yl)-1-isopropyl-7-(methylsulfonyl)-3,4-dihydropyrimido[4,5-d]pyrimidin-2(1H)-one NC1=C(C=C(C=N1)N1C(N(C2=NC(=NC=C2C1)S(=O)(=O)C)C(C)C)=O)F